(S)-N-(6-(2-(hydroxymethyl)pyrrolidin-1-yl)-1-(o-tolyl)-1H-pyrazolo[3,4-d]pyrimidin-4-yl)-5-nitrothiophene-2-carboxamide OC[C@H]1N(CCC1)C1=NC(=C2C(=N1)N(N=C2)C2=C(C=CC=C2)C)NC(=O)C=2SC(=CC2)[N+](=O)[O-]